C1(CC1)C=1C=CC=2N(C1)C(=C(N2)N2N=CC(=C2)OCC(C(C(F)(F)F)(F)F)(F)F)S(=O)(=O)CC 6-Cyclopropyl-3-(ethylsulfonyl)-2-[4-(2,2,3,3,4,4,4-heptafluorobutoxy)-1H-pyrazol-1-yl]imidazo[1,2-a]pyridine